Cl.CC1(C(N(C(N1CC1=C2C(=NC=C1)NC(C2)=O)=O)C2=CC=C(C=C2)C2(CCC2)C(F)(F)F)=O)C 5,5-dimethyl-1-((2-oxo-2,3-dihydro-1H-pyrrolo[2,3-b]pyridin-4-yl)methyl)-3-(4-(1-(trifluoromethyl)cyclobutyl)phenyl)imidazolidine-2,4-dione hydrochloride